benzoic acid 4-guanidino-butyryl ester N(C(=N)N)CCCC(=O)OC(C1=CC=CC=C1)=O